2-(2,6-difluorophenoxy)-N-(4'-(methoxymethyl)-[1,1'-biphenyl]-4-yl)-2-methylpropanamide FC1=C(OC(C(=O)NC2=CC=C(C=C2)C2=CC=C(C=C2)COC)(C)C)C(=CC=C1)F